4-chloro-3-fluoro-6,7-dimethoxy-1H-quinolin-2-one ClC1=C(C(NC2=CC(=C(C=C12)OC)OC)=O)F